C1(=CC=CC=C1)C(C)C#C 2-phenyl-3-butyn